2-chloro-N-(4-(1-methyl-4-(trifluoromethyl)-1H-imidazol-2-yl)benzyl)pyrido[3,4-d]pyrimidin-4-amine ClC=1N=C(C2=C(N1)C=NC=C2)NCC2=CC=C(C=C2)C=2N(C=C(N2)C(F)(F)F)C